N1(N=CC=C1)C=1C=C(C=CC1)C1=NN(C=2C[C@@H](CCC12)C(=O)NC1(CS(C1)(=O)=O)C)C(C)C (R)-3-(3-(1H-pyrazol-1-yl)phenyl)-1-isopropyl-N-(3-methyl-1,1-dioxidothietan-3-yl)-4,5,6,7-tetrahydro-1H-indazole-6-carboxamide